(S,E)-N-(4-((1-(tert-butoxy)-1-oxo-3-phenylpropan-2-yl)amino)-4-oxobut-2-en-2-yl)-N,N-dimethyldecan-1-aminium chloride [Cl-].C(C)(C)(C)OC([C@H](CC1=CC=CC=C1)NC(/C=C(\C)/[N+](CCCCCCCCCC)(C)C)=O)=O